FC12CC(C1)(C2)CNC=2N(C1=CC(=CC=C1C2)CN2N=NC(=C2)C=2C=NC=C(C2)N2CCCC2)C(=O)[O-] (((3-fluorobicyclo[1.1.1]pentan-1-yl)methyl)amino)-6-((4-(5-(pyrrolidin-1-yl)pyridin-3-yl)-1H-1,2,3-triazol-1-yl)methyl)-1H-indole-1-carboxylate